FC(OC1=C(C=CC=C1)C1=NN2C(=NC=3C=CC=CC3C2=N1)NC=1C(N=CC=CC1)=O)F (3S)-3-({2-[2-(difluoromethoxy)phenyl][1,2,4]triazolo[1,5-c]quinazolin-5-yl}amino)azepin-2-one